BrC1=CC(=C(N)C=C1CCCl)OC 4-bromo-5-(2-chloroethyl)-2-methoxyaniline